FC(S(=O)(=O)C(S(=O)(=O)C(F)(F)F)S(=O)(=O)C(F)(F)F)(F)F.[Li] lithium tris(trifluoromethylsulfonyl)methane